NC1=NC=NN2C1=C(C=C2C2CCN(CC2)C(C(C)C)=O)C2=CC=C(C=C2)NC(=O)C2=CN(C(=C(C2=O)Br)C)C2CC2 N-(4-(4-Amino-7-(1-isobutyrylpiperidin-4-yl)pyrrolo[2,1-f][1,2,4]triazin-5-yl)phenyl)-5-bromo-1-cyclopropyl-6-methyl-4-oxo-1,4-dihydropyridine-3-carboxamide